FC=1C=CC(=NC1C(F)(F)F)[C@H](NC(=O)[C@H]1NC(NC1)=O)C1=CC=C(C=C1)OC(F)(F)F |o1:11| (S)-N-((R or S)-(5-fluoro-6-(trifluoromethyl)pyridin-2-yl)(4-(trifluoromethoxy)phenyl)methyl)-2-oxo-imidazolidine-4-carboxamide